NC=1C(=NC(=C(N1)F)C1=CC=C(C=C1)N1CCOCC1)C=1C=C2CCNC(C2=C(C1)F)=O 6-(3-amino-5-fluoro-6-(4-morpholinophenyl)pyrazin-2-yl)-8-fluoro-3,4-dihydroisoquinolin-1(2H)-one